C1(=CC=CC=C1)N1C(C2=C3C(=CC=C2C=C1C(F)(F)F)C=CC=C3)=O 2-phenyl-3-(trifluoromethyl)benzo[H]isoquinolin-1(2H)-one